p-(p-methylolaminobenzyl)aniline C(O)NC1=CC=C(CC2=CC=C(N)C=C2)C=C1